N1=NN(C2=NC=CC=C21)C2=CC=C(C(=O)N([C@@H]1CNCC1)C1=NC=CC3=CC=CC(=C13)C)C=C2 (S)-4-(3H-[1,2,3]triazolo[4,5-b]pyridin-3-yl)-N-(8-methylisoquinolin-1-yl)-N-(pyrrolidin-3-yl)benzamide